2-[2-(2-aminoethoxy)ethyl-(9H-fluoren-9-ylmethoxycarbonyl)amino]acetic acid NCCOCCN(CC(=O)O)C(=O)OCC1C2=CC=CC=C2C=2C=CC=CC12